N-((3S,4S)-3-fluorotetrahydro-2H-pyran-4-yl)-5-(piperidin-1-yl)-[1,2,4]triazolo[1,5-a]pyrazin-2-amine F[C@@H]1COCC[C@@H]1NC1=NN2C(C=NC=C2N2CCCCC2)=N1